FC1([C@H](NCC1)C1=NN(C=N1)C1=C(C=C(C=N1)NC(CN1N=C(C=C1C)C(F)(F)F)=O)F)F |o1:2| (R or S)-N-(6-(3-(3,3-difluoropyrrolidin-2-yl)-1H-1,2,4-triazol-1-yl)-5-fluoropyridin-3-yl)-2-(5-methyl-3-(trifluoromethyl)-1H-pyrazol-1-yl)acetamide